C1=NNC=2C1=C1C=3CCCCC3C(=NC1=CC2)C2=CC=C(C(=O)N)C=C2 4-(8,9,10,11-tetrahydro-3H-pyrazolo[4,3-a]phenanthridin-7-yl)benzamide